2-((6,7-Dichloro-3-iodo-2-(((tetrahydro-2H-pyran-2-yl)oxy)methyl)-1H-indol-4-yl)oxy)acetonitrile ClC1=CC(=C2C(=C(NC2=C1Cl)COC1OCCCC1)I)OCC#N